OC[C@H]1COCCN1S(=O)(=O)C=1C=CC(=C(C(=O)O)C1)OC (S)-5-((3-(hydroxymethyl)morpholino)sulfonyl)-2-methoxybenzoic acid